1-(3-bromo-4-pyridinyl)cyclopropanecarboxylic acid ethyl ester C(C)OC(=O)C1(CC1)C1=C(C=NC=C1)Br